tert-butyl (S)-3-((2-oxoethoxy)methyl)pyrrolidine-1-carboxylate O=CCOC[C@@H]1CN(CC1)C(=O)OC(C)(C)C